(3R)-1-{5-carbamoyl-6-[(4-methanesulfonylphenyl)aminopyrazine-2-yl]piperidin-3-yl}-2,7-diazaspiro[3.5]nonane-7-carboxamide C(N)(=O)C1C[C@H](CNC1C1=NC=CN=C1NC1=CC=C(C=C1)S(=O)(=O)C)C1NCC12CCN(CC2)C(=O)N